5-chloro-1'-[2-({7-oxo-8-[3-hydroxy-3-methylcyclobutyl]-5,6,7,8-tetrahydro-1,8-naphthyridin-3-yl}oxy)ethyl]-1,2-dihydrospiro[indole-3,4'-piperidin]-2-one ClC=1C=C2C(=CC1)NC(C21CCN(CC1)CCOC=1C=NC=2N(C(CCC2C1)=O)C1CC(C1)(C)O)=O